2-[2-[[3-chloro-6-[3,6-dihydro-3-methyl-2,6-bisacetoxy-4-(trifluoromethyl)-1(2H)-pyrimidinyl]-5-fluoro-2-pyridinyl]oxy]phenoxy]-acetic acid methyl ester COC(COC1=C(C=CC=C1)OC1=NC(=C(C=C1Cl)F)N1C(N(C(=CC1OC(C)=O)C(F)(F)F)C)OC(C)=O)=O